tert-butyl((6-(((R)-1-(3-(5-((((1S,3R)-3-hydroxycyclopentyl)amino)methyl)thiophen-2-yl)phenyl)ethyl)carbamoyl)-5-methyl-1H-benzo[d]imidazol-2-yl)methyl) carbamate C(N)(OC(C1=NC2=C(N1)C=C(C(=C2)C)C(N[C@H](C)C2=CC(=CC=C2)C=2SC(=CC2)CN[C@@H]2C[C@@H](CC2)O)=O)C(C)(C)C)=O